O=C(O)COC1C=CC=C2C=CC=CC=12 NAPHTHYLOXYACETIC ACID